N-(4-([1,2,4]triazolo[1,5-a]pyridin-7-ylmethyl)-3-methylphenyl)-6-fluoropyrido[3,4-d]pyrimidin-4-amine N=1C=NN2C1C=C(C=C2)CC2=C(C=C(C=C2)NC=2C1=C(N=CN2)C=NC(=C1)F)C